N[C@@H](C#CC=1C(=C(C(=CC1)O)N1CC(NS1(=O)=O)=O)F)C (R)-5-(3-(3-aminobut-1-yn-1-yl)-2-fluoro-6-hydroxyphenyl)-1,2,5-thiadiazolidin-3-one 1,1-dioxide